N1N=C(C=C1)C(=O)O 1H-PYRAZOLE-3-CARBOXYLIC ACID